COC(CCCCCCC(CC)OC(C(C)(C)C)=O)OC 10,10-dimethoxy-3-pivaloyloxydecane